C(C=C)[C@@]1(N(C(C2=CC(=CC=C12)F)=O)CC1=CC2=NC(=CC(=C2N1COCC[Si](C)(C)C)Cl)Br)C(=O)OC Methyl (S)-1-allyl-2-((5-bromo-7-chloro-1-((2-(trimethylsilyl)ethoxy)methyl)-1H-pyrrolo[3,2-b]pyridin-2-yl)methyl)-5-fluoro-3-oxoisoindoline-1-carboxylate